C[N+](CC1=C(C(=CC(=C1)CC)OC)OCCCCCCCCCC)(C)[O-] (l)-N,N-dimethyl-1-(2-decyloxy-5-ethyl-3-methoxyphenyl)methanamine N-oxide